4-((6-(dimethylamino)quinolin-4-yl)amino)N-(4-(pyridin-4-ylamino)phenyl)benzamide CN(C=1C=C2C(=CC=NC2=CC1)NC1=CC=C(C(=O)NC2=CC=C(C=C2)NC2=CC=NC=C2)C=C1)C